N-((1r,4r)-4-(3-chloro-4-cyanophenoxy)cyclohexyl)-6-(3-((2-(2,6-dioxopiperidin-3-yl)-4-fluoro-1-oxoisoindolin-5-yl)methyl)-3,8-diazabicyclo[3.2.1]octan-8-yl)pyridazine-3-carboxamide ClC=1C=C(OC2CCC(CC2)NC(=O)C=2N=NC(=CC2)N2C3CN(CC2CC3)CC=3C(=C2CN(C(C2=CC3)=O)C3C(NC(CC3)=O)=O)F)C=CC1C#N